FC1=CC=C(COC2=C(C=C(C=C2)NC2=C(C=3N=C(C=NC3C=C2)N2CCOCC2)C#N)OC)C=C1 6-((4-((4-fluorobenzyl)oxy)-3-methoxyphenyl)amino)-3-morpholinoquinoxaline-5-carbonitrile